N-[(2-amino-3-fluoroquinolin-7-yl)methyl]-N-(1,1-dioxo-2,3-dihydro-1λ6-benzothiophen-7-yl)pyrazolo[1,5-a]pyridine-3-carboxamide NC1=NC2=CC(=CC=C2C=C1F)CN(C(=O)C=1C=NN2C1C=CC=C2)C2=CC=CC=1CCS(C12)(=O)=O